CC=1NC2=CC=C(C=C2C1C)CN 1-(2,3-dimethyl-1H-indol-5-yl)methylamine